6,8-dibromo-3-fluoroquinolin-5-amine BrC1=C(C=2C=C(C=NC2C(=C1)Br)F)N